O(Cl)Cl Oxy chloride